O1CCOC12CCC(CC2)OC=2C(=CC(=NC2)C)C2=CC=1N(C=C2)N=C(C1)NC(=O)C1CC1 N-(5-(5-(1,4-dioxaspiro[4.5]decan-8-yloxy)-2-methylpyridin-4-yl)pyrazolo[1,5-a]pyridin-2-yl)cyclopropanecarboxamide